5-(thiophen-2-yl)-1,3,4-oxadiazole S1C(=CC=C1)C1=NN=CO1